C(C)OC(=O)[C@H]1C2CCC([C@@H]1NC1=NC(=NN3C1=CC(=C3)C(F)F)Cl)CC2 (1R,2S,3S,4R)-3-((2-chloro-6-(difluoromethyl)pyrrolo[2,1-f][1,2,4]triazin-4-yl)amino)bicyclo[2.2.2]octane-2-carboxylic acid ethyl ester